C(C)O/C=C/B1OC(C(O1)(C)C)(C)C 2-[(E)-2-ethoxyethenyl]-4,4,5,5-tetramethyl-1,3,2-dioxaborolane